COC1=CC=C(C=C1)CN1N=CC=C1 1-[(4-methoxyphenyl)methyl]-1H-pyrazole